α,α-difluoro-2H-tetrazole-5-acetic acid FC(C(=O)O)(C=1N=NNN1)F